selenium (selenite) [Se](=O)([O-])[O-].[Se+2]